propyl-dimethylamine phosphate P(=O)(O)(O)O.C(CC)N(C)C